(R)-N-((S)-1-(3-Fluoro-5-methoxyphenyl)-2-hydroxyethyl)-2-(6-(5-methyl-2-((1-methyl-1H-pyrazol-5-yl)amino)pyrimidin-4-yl)-3-oxo-1H-pyrrolo[1,2-c]imidazol-2(3H)-yl)propanamide FC=1C=C(C=C(C1)OC)[C@@H](CO)NC([C@@H](C)N1C(N2C(C1)=CC(=C2)C2=NC(=NC=C2C)NC2=CC=NN2C)=O)=O